[O-]S(=O)(=O)C(F)(F)F.C(CC)[NH+]1C(CCC1)CCC 1,2-dipropylpyrrolidinium triflate